N1=CN=C2N=CNC2=C1N[C@@H]1[C@H]([C@@H]([C@H]([C@@H](O1)CO)NC([C@H](CC(=O)OC(C)(C)C)NC(=O)OC(C)(C)C)=O)O)O tert-butyl (S)-4-(((2R,3R,4R,5S,6S)-6-((7H-purin-6-yl)amino)-4,5-dihydroxy-2-(hydroxymethyl)tetrahydro-2H-pyran-3-yl)amino)-3-((tert-butoxycarbonyl)amino)-4-oxobutanoate